tert-butyl 2-((1S,2R)-2-fluoro-1'-oxo-6'-(1-fluorovinyl)-1'H-spiro[cyclopropane-1,4'-isoquinolin]-2'(3'H)-yl)acetate F[C@@H]1C[C@]12CN(C(C1=CC=C(C=C21)C(=C)F)=O)CC(=O)OC(C)(C)C